C[Si](COCC)(COCC)C1=CC=CC=C1 methylphenyl-bis(ethoxymethyl)silane